ClC(C1=NC(=NO1)C1=CC=C(C=C1)P(OCC)(=O)NC1=CC=C(C=C1)C(F)(F)F)(F)F ethyl P-(4-(5-(chlorodifluoromethyl)-1,2,4-oxadiazol-3-yl)phenyl)-N-(4-(trifluoromethyl)phenyl)phosphonamidate